Benzo[1,2-d][1,2,3]Triazole N1N=NC2=C1C=CC=C2